FC1=CC=C(C=C1)C=1N=C(N2C1C1=CC(=C(C=C1CC2)OC)C2=NN(C=C2)C)C(=O)N2[C@@](CCC2)([C@H](C(F)(F)F)O)C (1-(4-fluorophenyl)-8-methoxy-9-(1-methyl-1H-pyrazol-3-yl)-5,6-dihydroimidazo[5,1-a]isoquinolin-3-yl)((S)-2-methyl-2-((R)-2,2,2-trifluoro-1-hydroxyethyl)pyrrolidin-1-yl)methanone